BrC=1C(N(C=C2C1N=C(N=C2N[C@H](C)C2=C(C(=CC=C2)C(F)F)F)C)N2CCOCC2)=O 8-bromo-4-[[(1R)-1-[3-(difluoromethyl)-2-fluoro-phenyl]ethyl]amino]-2-methyl-6-morpholino-pyrido[4,3-d]pyrimidin-7-one